FC=1C=CC=C(C1)C1=C(C=CC=C1)C(C)O 5-fluoro-2'-(1-hydroxyethyl)-[1,1'-biphenyl]